C(N)(=N)SC1=NC=C(C=C1C)[N+](=O)[O-] 3-methyl-5-nitropyridin-2-yl carbamimidothioate